(R)-2-(6-((1-(2-(4-((tert-butyldimethylsilyl)oxy)piperidin-1-yl)ethyl)piperidin-3-yl)amino)-4,5-dimethylpyridazin-3-yl)-5-(trifluoromethyl)phenol [Si](C)(C)(C(C)(C)C)OC1CCN(CC1)CCN1C[C@@H](CCC1)NC1=C(C(=C(N=N1)C1=C(C=C(C=C1)C(F)(F)F)O)C)C